C1(CC1)C=1N(C(C(=CN1)C(=O)OCC)=O)C1=C(C=C(C=C1)OC)C ethyl 2-cyclopropyl-1-(4-methoxy-2-methylphenyl)-6-oxo-1,6-dihydropyrimidine-5-carboxylate